[8-(benzylamino)-3-isopropyl-[[1,2,4]triazolo[4,3-b]pyridazin-6-yl]amino]butane-1,3-diol C(C1=CC=CC=C1)NC=1C=2N(N=C(C1)NC(CC(C)O)O)C(=NN2)C(C)C